prop-2-yn-1-ylbenzamide C(C#C)C1=C(C(=O)N)C=CC=C1